C(C1=CC=CC=C1)OC1=CC=C(C=C1)CCN 2-(4-benzyloxyphenyl)-ethylamine